tert-butyl 5-[6-(1-methylpyrazol-4-yl) pyrazolo[1,5-a]pyrazin-4-yl]-2,3,4,7-tetrahydroazepine-1-carboxylate CN1N=CC(=C1)C=1N=C(C=2N(C1)N=CC2)C=2CCCN(CC2)C(=O)OC(C)(C)C